FC(C(CC1=NSC(=N1)NC(=O)C1=CSC(=C1)C1=CC(=CC=C1)OC(F)(F)F)(C)O)(F)F N-(3-(3,3,3-trifluoro-2-hydroxy-2-methylpropyl)-1,2,4-thiadiazol-5-yl)-5-(3-(trifluoro-methoxy)phenyl)thiophene-3-carboxamide